4-(((1R,4s)-4-((2-((2S,3S)-1-methyl-5-oxo-2-(pyridin-3-yl)pyrrolidine-3-carboxamido)ethoxy)methyl)cyclohexyl)methoxy)butanoic acid CN1[C@@H]([C@H](CC1=O)C(=O)NCCOCC1CCC(CC1)COCCCC(=O)O)C=1C=NC=CC1